C(CCC)N.C1(=CC=CC=C1)S thiophenol-butylamine salt